COC1=CC=C(C=C1)S(=O)(=O)N1CCC2(C[C@H](OC2=O)CCN2CCN(CC2)C2=CC=C(C=C2)C)CC1 (S)-8-((4-methoxyphenyl)sulfonyl)-3-(2-(4-(p-tolyl)piperazin-1-yl)ethyl)-2-oxa-8-azaspiro[4.5]decan-1-one